(1R,2S,3R,5R)-3-(4-amino-5-(1-benzyl-1H-pyrazol-3-yl)-2-chloro-7H-pyrrolo[2,3-d]pyrimidin-7-yl)-5-(1-methylpiperidin-4-yl)cyclopentane-1,2-diol NC=1C2=C(N=C(N1)Cl)N(C=C2C2=NN(C=C2)CC2=CC=CC=C2)[C@H]2[C@@H]([C@@H]([C@H](C2)C2CCN(CC2)C)O)O